1-(4-(2,5-dichlorophenyl)piperazin-1-yl)-3-(quinolin-6-yloxy)propan-2-ol ClC1=C(C=C(C=C1)Cl)N1CCN(CC1)CC(COC=1C=C2C=CC=NC2=CC1)O